(R)-5-(1-aminoethyl)-7-fluoro-3-(pyridin-2-ylmethylene)-2,3-dihydropyrrolo[2,1-b]quinazolin-9(1H)-one N[C@H](C)C1=CC(=CC=2C(N3C(=NC12)C(CC3)=CC3=NC=CC=C3)=O)F